ClC=1C2=CN(N=C2C(=C(C1)C1=CC=C(C=C1)N1CCOCC1)C)C(C(=O)NC=1SC=CN1)C1=C2N(C=N1)C[C@@H](C2)F 2-(4-Chloro-7-methyl-6-(4-morpholinophenyl)-2H-indazol-2-yl)-2-((R)-6-fluoro-6,7-dihydro-5H-pyrrolo[1,2-c]imidazol-1-yl)-N-(thiazol-2-yl)acetamide